[Na].CC(C)C=1C=C(C=C(C1)C(C)C)CC(=O)NS(N(C1CN(CCC1)C)C1=C(C(=NO1)C)C)(=O)=O 2-[3,5-Bis(propan-2-yl)phenyl]-N-[(3,4-dimethyl-1,2-oxazol-5-yl)(1-methylpiperidin-3-yl)sulfamoyl]acetamide sodium salt